2-Tyrosine C1=CC=C(C(=C1)CC(C(=O)O)N)O